NCC(=O)NC=1C=C(CN2C(N(CC2)C=2C=C(C=NC2)NC2=CC=C(C=N2)C2=CC=C(C(=O)N(C)C)C=C2)=O)C=CC1 4-(6-((5-(3-(3-(2-aminoacetamido)benzyl)-2-oxoimidazolidin-1-yl)pyridin-3-yl)amino)pyridin-3-yl)-N,N-dimethyl-benzamide